O=C1N(C(CN1C1=CC=C(C=C1)C(F)(F)F)=O)CC1=CC(=C(OCC(=O)O)C(=C1)C)C 2-(4-((2,5-Dioxo-3-(4-(trifluoro-methyl)phenyl)imidazolin-1-yl)methyl)-2,6-dimethylphenoxy)acetic acid